C1(CC1)N1C=C2C(=NN(C(C2=CC1=O)=O)CCN1CC(C1)(C)OC)N[C@H](C)C1=C(C(=CC=C1)C(F)(F)F)C (R)-6-cyclopropyl-2-(2-(3-methoxy-3-methylazetidin-1-yl)ethyl)-4-((1-(2-methyl-3-(trifluoromethyl)phenyl)ethyl)amino)-2,6-dihydropyrido[3,4-d]pyridazine-1,7-dione